ClC=1C=C(C=C2C(=C(C=NC12)C#N)NCC(C)(C)C)N[C@@H](C=1C=CC=C2C=NN(C12)C)C=1N=NN(C1)C1(CC1)C(F)F (S)-8-chloro-6-(((1-(1-(difluoromethyl)cyclopropyl)-1H-1,2,3-triazol-4-yl)(1-methyl-1H-indazol-7-yl)methyl)amino)-4-(neopentylamino)quinoline-3-carbonitrile